tert-butyl N-methyl-N-[1-methyl-1-[4-(3-nitropyrazol-1-yl)phenyl]ethyl]carbamate CN(C(OC(C)(C)C)=O)C(C)(C1=CC=C(C=C1)N1N=C(C=C1)[N+](=O)[O-])C